4-chlorophenyl (R)-6-chloro-1-(4-methoxyphenyl)-1,3,4,9-tetrahydro-2H-pyrido[3,4-b]indole-2-carboxylate ClC=1C=C2C3=C(NC2=CC1)[C@H](N(CC3)C(=O)OC3=CC=C(C=C3)Cl)C3=CC=C(C=C3)OC